FC1=C(C(=O)O)C=C(C(=C1)[N+](=O)[O-])F 2,5-difluoro-4-nitro-benzoic acid